(3S,4R,5R,6S)-1-(6-{[2-(2,4-difluorophenyl)-1,3-thiazol-4-yl]methoxy}hexyl)-3,4,5,6-azepanetetrol FC1=C(C=CC(=C1)F)C=1SC=C(N1)COCCCCCCN1C[C@@H]([C@H]([C@@H]([C@H](C1)O)O)O)O